OC[C@H](C1=CC=CC=C1)NC1=CC(=NC=C1C1=NC(=NO1)C12CCN(CC1)CC2)NC2=CC=C1C(N3C(C1=C2)CC=CC3)=O 9-((4-(((S)-2-hydroxy-1-phenylethyl)amino)-5-(3-(quinuclidin-4-yl)-1,2,4-oxadiazol-5-yl)pyridin-2-yl)amino)-1,10b-dihydropyrido[2,1-a]isoindol-6(4H)-one